(2,6-Dichloropyridin-4-yl)methyl (S)-2-amino-3-hydroxy-3-methylbutanoate hydrochloride Cl.N[C@H](C(=O)OCC1=CC(=NC(=C1)Cl)Cl)C(C)(C)O